methyl 4-[4-(3-ethoxycarbonyl-propoxy)-3,5-difluoro-phenyl]-5-fluoro-2,2-dimethyl-2,3-dihydro-indole-1-carboxylate C(C)OC(=O)CCCOC1=C(C=C(C=C1F)C1=C2CC(N(C2=CC=C1F)C(=O)OC)(C)C)F